C12CC3(CC(CC(C1)C3)C2)C(=O)OC 3-methyl adamantane-3-carboxylate